3-(5-(Ethoxymethyl)pyridin-2-yl)-1-((1-(2-(4-fluorophenyl)-2-oxoethyl)piperidin-4-yl)methyl)-1-methylurea C(C)OCC=1C=CC(=NC1)NC(N(C)CC1CCN(CC1)CC(=O)C1=CC=C(C=C1)F)=O